C(C)(C)(C)OC(N(C1=C(C=2N(C=C1)N=CC2F)OC)C(=O)OC(C)(C)C)=O (Tert-Butoxycarbonyl)(3-fluoro-4-methoxypyrazolo[1,5-a]pyridin-5-yl)carbamic acid tert-butyl ester